4-(3,5-dichloro-4-hydroxybenzamido)-N-(1-(4-fluorophenyl)cyclopropyl)thiazole-5-carboxamide ClC=1C=C(C(=O)NC=2N=CSC2C(=O)NC2(CC2)C2=CC=C(C=C2)F)C=C(C1O)Cl